2,6-dibromo-4-pyridinecarbaldehyde BrC1=NC(=CC(=C1)C=O)Br